ClC=1C=C2CCC(C2=CC1Cl)OC(CC(C(=O)OCC(=O)O)=C)=O 2-((4-((5,6-dichloro-2,3-dihydro-1H-inden-1-yl)oxy)-2-methylene-4-oxobutanoyl)oxy)acetic acid